(S)-1'-(5-((2,3-dichlorophenyl)thio)-1H-imidazo[4,5-b]pyrazin-2-yl)-5,7-dihydrospiro[cyclopenta[b]pyridine-6,4'-piperidin]-5-amine ClC1=C(C=CC=C1Cl)SC=1N=C2C(=NC1)NC(=N2)N2CCC1(CC2)[C@@H](C=2C(=NC=CC2)C1)N